CC=1N(C=C(N1)NC(CCNC1=NC=CC2=CC=C(C=C12)C1=NOC(=N1)C)=O)C(=O)OC(C)C Propan-2-yl 2-methyl-4-(3-{[7-(5-methyl-1,2,4-oxadiazol-3-yl)isoquinolin-1-yl]amino}propanamido)-1H-imidazole-1-carboxylate